tert-Butyl (S)-3-(2-((tert-butoxycarbonyl)amino)-2-methylpropyl)-2-oxopyrrolidine-1-carboxylate C(C)(C)(C)OC(=O)NC(C[C@H]1C(N(CC1)C(=O)OC(C)(C)C)=O)(C)C